CC=1N=C2C(=NC1N1CCC3(CC1)CC1=CC=CC=C1[C@H]3N)NN=C2N2CCCC3=NC(=CC=C23)C=2C=NN(C2)C (3S)-1'-{5-methyl-3-[6-(1-methyl-1H-pyrazol-4-yl)-1,2,3,4-tetrahydro-1,5-naphthyridin-1-yl]-1H-pyrazolo[3,4-b]pyrazin-6-yl}-1,3-dihydrospiro[indene-2,4'-piperidin]-3-amine